Pentamethylcyclopentadienyl-(1-pentyl-benzo[f]indenyl)hafnium CC1=C(C(=C(C1([Hf]C=1CC=2C=C3C(=CC2C1CCCCC)C=CC=C3)C)C)C)C